CC1=C(C(=CC(=C1)C)C)C(C)=O 2',4',6'-trimethylacetophenone